2-(8-chloro-2-(2-cyanopropan-2-yl)-9-(dimethylamino)-5-oxobenzo[b][1,8]naphthyridin-10(5H)-yl)acetic acid ClC=1C=CC2=C(N(C=3N=C(C=CC3C2=O)C(C)(C)C#N)CC(=O)O)C1N(C)C